C(C)[C@@H]1CNCC[C@H]1NC(C(COC1=NC=CC=C1C)(C)C)=O trans-N-(3-ethylpiperidin-4-yl)-2,2-dimethyl-3-((3-methylpyridin-2-yl)oxy)propanamide